3-(2,3,4-trimethoxy-6-methylbenzoyl)-5-bromo-4-chloro-2-methoxypyridine COC1=C(C(=O)C=2C(=NC=C(C2Cl)Br)OC)C(=CC(=C1OC)OC)C